tert-Butyl 3-(4-bromo-2-methylphenyl)morpholine-4-carboxylate BrC1=CC(=C(C=C1)C1N(CCOC1)C(=O)OC(C)(C)C)C